FC=1C=C(C=CC1)[C@@H]([C@H]1N([C@@H](CC1)CCC)C(=O)OCC1=CC=CC=C1)O benzyl (2S,5R)-2-((S)-(3-fluorophenyl)(hydroxy)-methyl)-5-propylpyrrolidine-1-carboxylate